FCC1NCCNC1 5-(fluoromethyl)piperazin